C(C)(C)(C)OC(=O)NC[C@H](CC(=O)O)CC(C)C (S)-3-(((tert-Butoxycarbonyl)amino)methyl)-5-methylhexanoic acid